2-((6-chloro-5-methylpyridin-3-yl)(4-(2,3-dichlorophenyl)piperazin-1-yl)methyl)phenol ClC1=C(C=C(C=N1)C(C1=C(C=CC=C1)O)N1CCN(CC1)C1=C(C(=CC=C1)Cl)Cl)C